NCC1(CCCCC1)CNCCN1CCN(CC1)CC1(CCCCC1)CN N-((1-(aminomethyl)cyclohexyl)methyl)-2-(4-((1-(aminomethyl)cyclohexyl)methyl)piperazin-1-yl)ethan-1-amine